S(N)(OCC[C@@H]1OC2(O[C@H]1CC1=C(C=CC=C1)Cl)CCCCC2)(=O)=O 2-((2S,3S)-3-(2-chlorobenzyl)-1,4-dioxaspiro[4.5]decan-2-yl)ethyl sulfamate